FC(S(=O)(=O)OC=1C=C2C(N(N=C(C2=CC1F)C(C)C)C1=C(C=CC=C1)C)=O)(F)F 7-fluoro-1-isopropyl-4-oxo-3-(o-tolyl)-3,4-dihydrophthalazin-6-yl trifluoromethanesulfonate